C(=O)O.N1=NC(=CC=C1)C(=O)N Pyridazine-3-carboxamide formate